2-((S)-1-Acryloyl-4-((R)-2-(3-(dimethylamino)azetidin-1-yl)-7-(8-chloro-3,4-dihydroquinolin-1(2H)-yl)-5,6,7,8-tetrahydroquinazolin-4-yl)piperazin-2-yl)acetonitrile C(C=C)(=O)N1[C@H](CN(CC1)C1=NC(=NC=2C[C@@H](CCC12)N1CCCC2=CC=CC(=C12)Cl)N1CC(C1)N(C)C)CC#N